C(C)(C)(C)OC(=O)N1C(=CC2=CC=C(C=C12)C(=O)N1CCN(CC1)C(=O)OC(C)(C)C)C1=NN(C=2CC(CCC12)(C)C)C(=O)OC(C)(C)C tert-butyl 3-[1-(tert-butoxycarbonyl)-6-[4-(tert-butoxycarbonyl)piperazine-1-carbonyl]indol-2-yl]-6,6-dimethyl-5,7-dihydro-4H-indazole-1-carboxylate